FC(CN1N=CC=2C1=NC(=CN2)N2CCC1(CCN(C1=O)CC1=NC(=CC=C1)C(F)(F)F)CC2)F 8-[1-(2,2-difluoroethyl)-1H-pyrazolo[3,4-b]pyrazin-6-yl]-2-{[6-(trifluoromethyl)pyridin-2-yl]methyl}-2,8-diazaspiro[4.5]decan-1-one